N1C=NC=C1C(=O)[O-] 1H-imidazol-5-carboxylat